5-(4-carboxy-2,5-dihydroxybenzamido)nicotinic acid C(=O)(O)C1=CC(=C(C(=O)NC=2C=NC=C(C(=O)O)C2)C=C1O)O